4,5-dichloro-2-hydroxybenzaldehyde ClC1=CC(=C(C=O)C=C1Cl)O